(S)-1-(6-(4-((((6-(2-Aminopyrimidin-5-yl)-8-morpholinoimidazo[1,2-a]pyrazin-2-yl)methyl)(hydroxy)amino)methyl)phenyl)-2-methyl-3,4-dihydroquinolin-1(2H)-yl)ethan-1-one NC1=NC=C(C=N1)C=1N=C(C=2N(C1)C=C(N2)CN(O)CC2=CC=C(C=C2)C=2C=C1CC[C@@H](N(C1=CC2)C(C)=O)C)N2CCOCC2